N-[4-(trifluoromethyl)phenyl]cyclopropanecarboxamide FC(C1=CC=C(C=C1)NC(=O)C1CC1)(F)F